OC1=C(C(=C(C(=O)O)C(=C1N1N=CC=C1)C)C)C 4-hydroxy-2,3,6-trimethyl-5-(1H-pyrazol-1-yl)benzoic acid